(E)-4-((4-(3,5-Dimethoxyphenyl)phenoxy)methyl)-1-(4-fluorobenzyl)-1H-1,2,3-triazole COC=1C=C(C=C(C1)OC)C1=CC=C(OCC=2N=NN(C2)CC2=CC=C(C=C2)F)C=C1